[1,3]dioxole-5-carboxylic acid ethyl ester C(C)OC(=O)C1=COCO1